1-{4-[6-{[1-(propan-2-yl)-1H-pyrazolo[4,3-c]pyridin-6-yl]amino}-2-(pyrrolidin-1-yl)pyrimidin-4-yl]-1,4-diazepan-1-yl}pent-4-yn-1-one CC(C)N1N=CC=2C=NC(=CC21)NC2=CC(=NC(=N2)N2CCCC2)N2CCN(CCC2)C(CCC#C)=O